Cl.FC1=CC=C(C=C1)[C@]1(C(CCCC1)=O)NC (R)-2-(4-fluorophenyl)-2-(methylamino)cyclohexan-1-one hydrochloride